Dimethyl-toluene CC(C1=CC=CC=C1)C